3-((2'-(1H-tetrazol-5-yl)-[1,1'-biphenyl]-4-yl)methyl)-2-amino-2-butyl-1,3-diazaspiro[4.4]nonan-4-one N1N=NN=C1C1=C(C=CC=C1)C1=CC=C(C=C1)CN1C(NC2(C1=O)CCCC2)(CCCC)N